[Br-].C(C1=CC=CC=C1)[N+](CC(=O)NC1=C(C=CC=C1C)C)(CC)CC N-benzyl-2-((2,6-dimethylphenyl)amino)-N,N-diethyl-2-oxoethan-1-aminium bromide